ClC=1SC=C(N1)C(COCCOC)F 2-chloro-4-[1-fluoro-2-(2-methoxyethoxy)ethyl]-1,3-thiazole